methyl 4-amino-1-(4-(1,3-oxazol-5-yl)phenyl)-2-oxo-7-(trifluoro methyl)-1,2-dihydroquinoline-3-carboxylate NC1=C(C(N(C2=CC(=CC=C12)C(F)(F)F)C1=CC=C(C=C1)C1=CN=CO1)=O)C(=O)OC